5-(3-chlorophenyl)-4-(ethylthio)-1-methyl-1H-pyrazole-3-carboxylic acid ClC=1C=C(C=CC1)C1=C(C(=NN1C)C(=O)O)SCC